6-(4-Nitroisoindoline-2-carbonyl)-3H-1,3-benzoxazol-2-one [N+](=O)([O-])C1=C2CN(CC2=CC=C1)C(=O)C1=CC2=C(NC(O2)=O)C=C1